N-[4-[[3-[2-[(1r,4r)-(4-Aminocyclohexyl)amino]pyrimidin-4-yl]-4-pyridyl]oxy]-3-fluorophenyl]phenylmethanesulfonamide NC1CCC(CC1)NC1=NC=CC(=N1)C=1C=NC=CC1OC1=C(C=C(C=C1)NS(=O)(=O)CC1=CC=CC=C1)F